N-cyclopropyl-2-(difluoromethoxy)-4-[7-[6-(dimethylamino)pyridazin-3-yl]imidazo[1,2-a]pyridin-3-yl]-6-methoxy-benzamide C1(CC1)NC(C1=C(C=C(C=C1OC)C1=CN=C2N1C=CC(=C2)C=2N=NC(=CC2)N(C)C)OC(F)F)=O